1-(5-chloro-2-((6-methoxy-2-methyl-1,2,3,4-tetrahydroisoquinolin-7-yl)amino)pyrimidin-4-yl)-6-fluoroindoline-3-carboxylic acid ClC=1C(=NC(=NC1)NC1=C(C=C2CCN(CC2=C1)C)OC)N1CC(C2=CC=C(C=C12)F)C(=O)O